C1(=CC=C(C=C1)C[C@@H]1C[C@@H](C(N1)=O)C)C1=CC=CC=C1 (3s,5s)-5-biphenyl-4-ylmethyl-3-methylpyrrolidin-2-one